(2-(3-(tert-butyl)-8-chloroindolo[2,3-a]carbazol-11(12H)-yl)-4-methoxy-3,5-dimethylphenyl)-4-methylbenzenesulfonamide C(C)(C)(C)C1=CC2=C(C=C1)NC=1C2=CC=C2C3=CC(=CC=C3N(C12)C1=C(C=C(C(=C1C)OC)C)C1=C(C=CC(=C1)C)S(=O)(=O)N)Cl